3-(6-((2r,3r)-3-aminotetrahydro-2H-pyran-2-yl)-2-chloro-4-((furan-2-ylmethyl)amino)thieno[3,2-d]pyrimidin-7-yl)prop-2-yn-1-ol trifluoroacetate FC(C(=O)O)(F)F.N[C@H]1[C@@H](OCCC1)C1=C(C=2N=C(N=C(C2S1)NCC=1OC=CC1)Cl)C#CCO